NC=1C(=C(C=CC1)[C@]1(N/C(/N(C(C1)=O)[C@@H]1C[C@@H](C(CC1)(F)F)C)=N\C(OC(C)(C)C)=O)C)Cl tert-butyl (NE)-N-{(4S)-4-(3-amino-2-chlorophenyl)-1-[(1S,3S)-4,4-difluoro-3-methylcyclohexyl]-4-methyl-6-oxohexahydropyrimidin-2-ylidene}-carbamate